(R)-N-[(1E)-(5-bromo-2-fluorophenyl)methylidene]-2-methylpropane-2-sulfinamide methyl-(R)-2-((tert-butoxycarbonyl)amino)-3-iodopropanoate COC([C@H](CI)NC(=O)OC(C)(C)C)=O.BrC=1C=CC(=C(C1)\C=N\[S@](=O)C(C)(C)C)F